N1CCC(CC1)OC1=CC=C(C=C1)C(C(=O)N)C (4-(piperidin-4-yloxy)phenyl)propanamide